BrC=1SC(=CN1)C(C)C 2-bromo-5-(prop-2-yl)-1,3-thiazole